1-{4-[4-(2,3-dihydro-1,4-benzodioxin-2-yl)benzyl]-1,4-diazepan-1-yl}ethanone O1C(COC2=C1C=CC=C2)C2=CC=C(CN1CCN(CCC1)C(C)=O)C=C2